methyl 4-[1-[3-[(1-tert-butoxycarbonyl-4-piperidyl)oxy]cyclobutyl]-4-piperidyl]-3-methyl-benzene-1,2-dicarboxylate C(C)(C)(C)OC(=O)N1CCC(CC1)OC1CC(C1)N1CCC(CC1)C=1C(=C(C(=CC1)C(=O)OC)C(=O)[O-])C